4-[[5-(4-chloro-2-fluoro-anilino)-4-methyl-3-pyridinyl]methyl]pyrimidin-2-ol ClC1=CC(=C(NC=2C(=C(C=NC2)CC2=NC(=NC=C2)O)C)C=C1)F